The molecule is a C50 carotenoid that is an intermediate in the biosynthesis of bacterioruberin, a red-coloured pigment found in several Halobacterium and Haloarcula species. It has a role as a bacterial metabolite. It is a C50 carotenoid, a tertiary alcohol and a diol. CC(=CC[C@H](C(O)(C)C)/C=C/C(=C/C=C/C(=C/C=C/C(=C/C=C/C=C(/C=C/C=C(/C=C/C=C(/C=C/[C@@H](C(O)(C)C)CC=C(C)C)\\C)\\C)\\C)/C)/C)/C)C